C1(CC1)C(=O)OCN1CCOCC1.[Li] lithium 1-(morpholinomethyl) cyclopropane-1-carboxylate